N-[3-chloro-2-fluoro-4-[[(3R)-tetrahydropyran-3-yl]methoxy]phenyl]-6-[(3S)-pyrrolidin-3-yl]oxy-pyrido[3,2-d]pyrimidin-4-amine ClC=1C(=C(C=CC1OC[C@H]1COCCC1)NC=1C2=C(N=CN1)C=CC(=N2)O[C@@H]2CNCC2)F